(R)-tert-butyl (8-(3-(hydroxymethyl)-6-methyl-5-((1-methyl-1H-indol-7-yl)thio)pyrazin-2-yl)-8-azaspiro[4.5]decan-1-yl)carbamate OCC=1C(=NC(=C(N1)SC=1C=CC=C2C=CN(C12)C)C)N1CCC2(CCC[C@H]2NC(OC(C)(C)C)=O)CC1